(oxetan-3-yl)methylethyldi-isopropyloxysilane O1CC(C1)C[Si](OC(C)C)(OC(C)C)CC